C(C)(=O)O.C[Si](N\C(\C)=N\[H])(C)C (1E)-N-trimethylsilylethanamidine acetate